OC1(CN(C1)C1=CC=CC=2N(C(N(C21)C)=O)C2C(NC(CC2)=O)=O)CN2CCNCC2 3-[4-[3-Hydroxy-3-(piperazin-1-ylmethyl)azetidin-1-yl]-3-methyl-2-oxo-benzimidazol-1-yl]piperidine-2,6-dione